C(#N)C=1C=C(C=CC1F)C=1C=C2C=CN(C2=C(C1)C(=O)NCC1=CC=C(C(=O)O)C=C1)CC1=CC=C(C=C1)C(F)(F)F 4-((5-(3-Cyano-4-fluorophenyl)-1-(4-(trifluoromethyl)benzyl)-1H-indol-7-amido)methyl)benzoic acid